2-fluoro-N-(4-(2-(4-methoxyphenyl)propan-2-yl)thiazol-2-yl)-4-(piperazin-1-ylmethyl)benzamide FC1=C(C(=O)NC=2SC=C(N2)C(C)(C)C2=CC=C(C=C2)OC)C=CC(=C1)CN1CCNCC1